N1=CC=C2N1C=CNC2=O Pyrazolo[1,5-a]pyrazin-4(5H)-one